NC1=NC=CC=C1C1=NC=2C(=NC(=CC2)N2CCC(CC2)(F)F)N1C=1C=C2CC[C@@H](C2=CC1)NC1CCN(CC1)C(C=C)=O 1-(4-{[(1S)-5-[2-(2-aminopyridin-3-yl)-5-(4,4-difluoropiperidin-1-yl)imidazo[4,5-b]pyridin-3-yl]-2,3-dihydro-1H-inden-1-yl]amino}piperidin-1-yl)prop-2-en-1-one